[Ni].C1(=CC=CC=C1)P(C1=C(C=CC=C1)OC1=C(C=CC=C1)P(C1=CC=CC=C1)C1=CC=CC=C1)C1=CC=CC=C1 bis(ortho-diphenylphosphanylphenyl) ether nickel (0)